CSSC1=CC=2C(C3=CC=CC=C3SC2C(=C1)SSC)=O 2,4-dimethylthiothiothioxanthone